FC1=CC=CC=2C(C3=C(SCC21)C2=C(C=C3)C=CS2)=O 10-fluorobenzo[e]thieno[3',2':5,6]benzo[1,2-b]thiepin-6(11H)-one